3-(N-(2-methoxyphenyl)sulfamoyl)-N-(3-nitrophenyl)benzamide COC1=C(C=CC=C1)NS(=O)(=O)C=1C=C(C(=O)NC2=CC(=CC=C2)[N+](=O)[O-])C=CC1